5,6-dichloropyridine ClC=1C=CC=NC1Cl